N-(4-fluorophenyl)glycine di-lithium terephthalate C(C1=CC=C(C(=O)[O-])C=C1)(=O)[O-].[Li+].[Li+].FC1=CC=C(C=C1)NCC(=O)O